C(#N)\C=C/C1C(C1C(=O)Cl)(C)C (Z)-3-(2-cyanovinyl)-2,2-dimethyl-cyclopropanecarbonyl chloride